FC(C1=CC=C(C=N1)S(=O)(=N)C1=CC=C(C(=O)OC)C=C1)(F)F methyl 4-[[6-(trifluoromethyl)-3-pyridyl]sulfonimidoyl]benzoate